ClC1=CC=C(S1)CNC1=CC(=NN1)C1CCN(CC1)CC1=NOC=N1 N-[(5-chlorothiophen-2-yl)methyl]-3-[1-(1,2,4-oxadiazol-3-ylmethyl)piperidin-4-yl]-1H-pyrazol-5-amine